[Cl-].C(=C)C1CCN(CC1)C 4-vinyl-1-methyl-piperidine chloride